FC=1C=CC(=C(C1)NS(=O)(=O)C1CC1)[N+](=O)[O-] N-(5-fluoro-2-nitrophenyl)cyclopropanesulfonamide